2,3-difluoro-6-hydroxy-N-methoxy-N-methylbenzamide FC1=C(C(=O)N(C)OC)C(=CC=C1F)O